4-((4'-Cyclopropyl-[1,1'-biphenyl]-3-yl)amino)-1-methyl-2-oxo-1,2-dihydropyrido[3,2-d]pyrimidine-6-carbonitrile C1(CC1)C1=CC=C(C=C1)C1=CC(=CC=C1)NC=1C2=C(N(C(N1)=O)C)C=CC(=N2)C#N